COC(=O)C1=CN(C(C=C1O)=O)C 4-hydroxy-1-methyl-6-oxo-1,6-dihydropyridine-3-carboxylic acid methyl ester